2-[2-chloro-4-(4-chlorophenyl)-5-[2-(difluoromethyl)pyridin-4-yl]-1H-imidazol-1-yl]-1-{2,7-diazaspiro[3.5]non-7-yl}ethan-1-one ClC=1N(C(=C(N1)C1=CC=C(C=C1)Cl)C1=CC(=NC=C1)C(F)F)CC(=O)N1CCC2(CNC2)CC1